4-((R)-2-((3aR,5S,6aS)-5-benzyl-5-fluoro-hexahydrocyclopenta[c]pyrrol-2(1H)-yl)-1-hydroxyethyl)phenol C(C1=CC=CC=C1)C1(C[C@@H]2[C@@H](CN(C2)C[C@H](O)C2=CC=C(C=C2)O)C1)F